FC1(CCC(CC1)NC1=CC(=NC=N1)OC1CN(C1)C(=O)OC)F methyl 3-((6-((4,4-difluorocyclohexyl)amino)pyrimidin-4-yl)oxy)azetidine-1-carboxylate